C(CCC)N1N=C(C(=C1C(C)(C)C)O)CC Butyl-5-tert-butyl-3-ethyl-4-hydroxy-pyrazol